C(C)(C)(C)OC(NOCCC(C1=CC=CC=C1)O)=O (3-hydroxy-3-phenylpropoxy)carbamic acid tert-butyl ester